3-(m-tolyl)thiazol-2(3H)-imine C1(=CC(=CC=C1)N1C(SC=C1)=N)C